(S)-2,2-dimethyl-1-(5-(6-methylpyridin-3-yl)-4,5-dihydro-1H-pyrazol-1-yl)propan-1-one CC(C(=O)N1N=CC[C@H]1C=1C=NC(=CC1)C)(C)C